CNC(O[C@@H]1C[C@@H]([C@H](CC1)NC(=O)OC(C)(C)C)O[Si](C)(C)C(C)(C)C)=O (1S,3S,4S)-4-((tert-butoxycarbonyl) amino)-3-((tert-butyldimethylsilyl) oxy)cyclohexyl methylcarbamate